ethyl 2-((ethoxycarbonyl) (ethyl) amino)-2-isobutyl-4-methylpentanoate C(C)OC(=O)N(C(C(=O)OCC)(CC(C)C)CC(C)C)CC